C(=O)O.N1N=CC(=C1)NC1=NC=C(C(=N1)N1C[C@H]2[C@@](C1)(CN(C2)C(CC#N)=O)C)Cl.N2N=CC(=C2)NC2=NC=C(C(=N2)N2C[C@H]1[C@@](C2)(CN(C1)C(CC#N)=O)C)Cl 3-((3aS,6aR)-5-(2-((1H-pyrazol-4-yl)amino)-5-chloropyrimidin-4-yl)-3a-methylhexahydropyrrolo[3,4-c]pyrrol-2(1H)-yl)-3-oxopropanenitrile hemiformate